FC1=CC=C(C=C1)NC1=NC=C(C(=N1)NC1=C(C(=CC=C1)C1=NN(C=N1)C)OC)C(=O)NC ((4-fluorophenyl)amino)-4-((2-methoxy-3-(1-methyl-1H-1,2,4-triazol-3-yl)phenyl)amino)-N-methylpyrimidine-5-carboxamide